C1(CC1)C1=CC=2N(C(=C1)N1C(N(C(C1)=O)C)=O)C=C(N2)CO 1-(7-cyclopropyl-2-(hydroxymethyl)imidazo[1,2-a]pyridin-5-yl)-3-methylimidazolidine-2,4-dione